IC1=CC=C(OCC2=C(C=CC=C2C(F)(F)F)C)C=C1 2-(4-Iodophenoxymethyl)-1-methyl-3-(trifluoromethyl)benzene